N-(1-Methyl-1H-indolyl-5-yl)-N''-(3-methyl-5-isothiazolyl)urea CC1=NSC(=C1)NC(=O)NC2=CC3=C(C=C2)N(C=C3)C